(Z)-5-(4-fluoro-3-hydroxybenzylidene)-3-((tetrahydro-2H-pyran-4-yl)methyl)thiazolidine-2,4-dione FC1=C(C=C(\C=C/2\C(N(C(S2)=O)CC2CCOCC2)=O)C=C1)O